C(CCC)OC(=O)N1C2CN(CC1C2)CCCl 3-(2-chloroethyl)-3,6-diazabicyclo[3.1.1]heptane-6-carboxylic acid Butyl ester